C(C)(C)(C)OC(NC1=NN2C(C=CC3=C2C(CC3C#N)(C)C)=C1C#N)=O (3,6-dicyano-8,8-dimethyl-7,8-dihydro-6H-cyclopenta[e]pyrazolo[1,5-a]pyridin-2-yl)carbamic acid tert-butyl ester